3-[7-[3-[4-[(3R,5R)-5-[(5-chloro-1-methyl-6-oxo-pyridazin-4-yl)amino]-1-methyl-3-piperidyl]benzoyl]-3-azaspiro[5.5]undecan-9-yl]-4-isoquinolyl]piperidine-2,6-dione ClC1=C(C=NN(C1=O)C)N[C@@H]1C[C@@H](CN(C1)C)C1=CC=C(C(=O)N2CCC3(CC2)CCC(CC3)C3=CC=C2C(=CN=CC2=C3)C3C(NC(CC3)=O)=O)C=C1